C(C1=CC=CC=C1)C=1C=C(SC1)C1=CN(C=2N=CN=CC21)C2C(C(C(C2)CNCCCNCCC2=CC=C(C=C2)C(F)(F)F)O)O 3-(5-(4-benzylthiophen-2-yl)-7H-pyrrolo[2,3-d]pyrimidin-7-yl)-5-(((3-((4-(trifluoromethyl)phenethyl)amino)propyl)amino)methyl)cyclopentane-1,2-diol